C(C)(C)C1=NC(=NC=C1)C1=NN2C(NC=CC2=O)=C1 2-(4-isopropylpyrimidin-2-yl)-4H-pyrazolo[1,5-a]pyrimidin-7-one